C(C)OC(C(C(CCl)=O)=COCC)=O ethyl-4-chloro-2-(ethoxymethylene)-3-oxobutanoate